tri(3-aminopropyl)amine NCCCN(CCCN)CCCN